3-[2-[2-(tert-butoxycarbonylamino)ethoxy]ethoxy]propanoic acid C(C)(C)(C)OC(=O)NCCOCCOCCC(=O)O